FC1=CC=C(C(=O)C2=CC=C(C=C2)B(O)O)C=C1 4-p-fluorobenzoylphenylboronic acid